ClC1=C(COC=2C=C3CC[C@@]4(CN(CCO4)CCC(=O)O)C3=CC2)C(=CC=C1)CC (S)-3-(5-((2-Chloro-6-ethylbenzyl)oxy)-2,3-dihydrospiro[indene-1,2'-morpholin]-4'-yl)propanoic acid